1-(1H-Indol-3-yl)-N,N-dimethylmethanamine N1C=C(C2=CC=CC=C12)CN(C)C